N(=[N+]=[N-])C[C@@H]1N([C@H](C2=C1C=NC=1C(=C(C(=CC21)OC)Cl)Cl)C)C(CO)=O 1-((1S,3R)-3-(azidomethyl)-6,7-dichloro-8-methoxy-1-methyl-1,3-dihydro-2H-pyrrolo[3,4-c]quinolin-2-yl)-2-hydroxyethan-1-one